CC1(CCC(CC1)NC(=O)C1=CC=2C(=NC=C(C2F)F)N1)C N-(4,4-dimethylcyclohexyl)-4,5-difluoro-1H-pyrrolo[2,3-b]pyridine-2-carboxamide